O1C(=NN=C1)N1CC2(C1)OC[C@H](C2)N2CCCCC2 1-((S)-2-(1,3,4-oxadiazol-2-yl)-5-oxa-2-azaspiro[3.4]oct-7-yl)piperidin